1-oxo-1,2,3,4-tetrahydroisoquinolin O=C1NCCC2=CC=CC=C12